Tert-butyl N-(1,4-dimethyl-5-oxo-3-phenyl-4,5-dihydro-1H-pyrazol-4-yl)-N-hydroxycarbamate CN1N=C(C(C1=O)(C)N(C(OC(C)(C)C)=O)O)C1=CC=CC=C1